5-chloro-N4-(2-(isopropylsulfonyl)phenyl)-N2-(piperidin-4-yl)pyrimidine-2,4-diamine ClC=1C(=NC(=NC1)NC1CCNCC1)NC1=C(C=CC=C1)S(=O)(=O)C(C)C